tert-butyl N-methyl-N-[1-[6-[7-pyrazol-1-yl-1-(2-trimethylsilylethoxymethyl)indazol-4-yl]-1,2,4-triazin-3-yl] pyrrolidin-3-yl]carbamate CN(C(OC(C)(C)C)=O)C1CN(CC1)C=1N=NC(=CN1)C1=C2C=NN(C2=C(C=C1)N1N=CC=C1)COCC[Si](C)(C)C